NC=1NC(C=CC1N1CN(C2=CC=C(C=C2C1=O)C(F)(F)F)C1=C(C=C(C=C1)F)C)=O 3-(2-amino-6-oxo-1,6-dihydropyridin-3-yl)-1-(4-fluoro-2-methylphenyl)-6-(trifluoromethyl)-2,3-dihydroquinazolin-4(1H)-one